Azocyclooctatetraene N(=NC1=CC=CC=CC=C1)C1=CC=CC=CC=C1